NC(O)[C@H](O)[C@@H](O)[C@H](O)[C@H](O)CO amino-sorbitol